CC1(N(CCC1)C(=O)C=1C=CC(=NC1)NC=1C=2N(N=C(C1)N[C@H]1[C@@H](CCCC1)O)C(=CN2)C#N)C 8-{[5-(2,2-Dimethylpyrrolidin-1-carbonyl)pyridin-2-yl]amino}-6-{[(1R,2R)-2-hydroxycyclohexyl]amino}imidazo[1,2-b]pyridazin-3-carbonitril